C(C1=CC=CC=C1)OC(=O)N1[C@@H](C[C@@H](C1)NC1=NC(=CC=C1)C1=CC=CC=2N=CN(C21)[C@@H]2C[C@H](CC2)NC)C(=O)O (2S,4S)-1-benzyloxycarbonyl-4-[[6-[3-[trans-3-(methylamino)cyclopentyl]benzimidazol-4-yl]-2-pyridyl]amino]pyrrolidine-2-carboxylic acid